C1(=CC=CC=C1)C(C)C1CCCC2=CC=CC=C12 1,2,3,4-tetrahydro-(1-phenylethyl)-naphthalene